(E)-3-(2-(cyclopropylmethoxy)-6-isopropylpyridin-3-yl)-N-(2-oxo-2,3-dihydro-1H-benzo[d]imidazol-4-yl)acrylamide C1(CC1)COC1=NC(=CC=C1/C=C/C(=O)NC1=CC=CC=2NC(NC21)=O)C(C)C